C(C)[C@@H](C(=O)O)CCC |r| (2RS)-2-ethyl-valeric acid